N-((1-(3-methoxyphenyl)-1,2,3,4-tetrahydroquinolin-3-yl)methyl)acrylamide COC=1C=C(C=CC1)N1CC(CC2=CC=CC=C12)CNC(C=C)=O